ClC1=C(N=C(C=2C(N3[C@@H](COC21)CNCC3)=O)N3C(CC(C3)N3CCN(CC3)C)(C)C)C3=C(C=CC=C3O)F (6aR)-4-chloro-1-(2,2-dimethyl-4-(4-methylpiperazin-1-yl)pyrrolidin-1-yl)-3-(2-fluoro-6-hydroxyphenyl)-6,6a,7,8,9,10-hexahydro-12H-pyrazino[2,1-c]pyrido[3,4-f][1,4]oxazepin-12-one